C(C)(C)(C)OC(=O)N1C[C@H](CC1)[C@@H](C(=O)O)CC1=CC(=CC=C1)N1C(CC2=CC(=CC=C12)C)=O (2S)-2-[(3R)-1-tert-Butoxycarbonylpyrrolidin-3-yl]-3-[3-(5-methyl-2-oxo-indolin-1-yl)phenyl]propionic acid